2-(2-amino-1,3-thiazol-4-yl)-N-[(1s,4s)-4-{[6-chloro-2-(trifluoromethyl)quinolin-4-yl]amino}cyclohexyl]pent-2-enamide NC=1SC=C(N1)C(C(=O)NC1CCC(CC1)NC1=CC(=NC2=CC=C(C=C12)Cl)C(F)(F)F)=CCC